ClC1=C(C2=C(SC3=C2N=CN=C3N3CC2(COC2)C3)N=C1)C 6-(8-chloro-9-methyl-pyrido[3',2':4,5]thieno[3,2-d]pyrimidin-4-yl)-2-oxa-6-azaspiro[3.3]heptane